6-(2-Methoxy-2-methylpropyloxy)-4-(6-(piperazin-1-yl)pyridin-3-yl)pyrazolo[1,5-a]pyridine-3-carbonitrile dihydrochloride Cl.Cl.COC(COC=1C=C(C=2N(C1)N=CC2C#N)C=2C=NC(=CC2)N2CCNCC2)(C)C